Cl.N[C@H](C)C(CC)(O)CC (2R)-2-amino-3-ethyl-pentan-3-ol hydrochloride